ethyl (E)-3-(4-amino-2,6-diethylpyridin-3-yl)acrylate NC1=C(C(=NC(=C1)CC)CC)/C=C/C(=O)OCC